(6-tert-butylbenzo[d]thiazol-2-yl)-1,3-diethyl-7-methyl-1H-purine-2,6(3H,7H)-dione C(C)(C)(C)C1=CC2=C(N=C(S2)C2=NC=3N(C(N(C(C3N2C)=O)CC)=O)CC)C=C1